N-(2-((4-(3-(2-((dimethylamino)methyl)pyridin-4-yl)phenyl)thiazol-2-yl)amino)-2-oxoethyl)-3-(isopropylsulfonyl)benzamide CN(C)CC1=NC=CC(=C1)C=1C=C(C=CC1)C=1N=C(SC1)NC(CNC(C1=CC(=CC=C1)S(=O)(=O)C(C)C)=O)=O